((S)-14-tert-Butoxycarbonylamino-9-oxo-8,16,18-triaza-tricyclo[13.2.1.02,7]octadeca-1(17),2,4,6,15(18)-pentaen-5-yl)-carbamic acid methyl ester COC(NC1=CC=C2C3=CNC([C@H](CCCCC(NC2=C1)=O)NC(=O)OC(C)(C)C)=N3)=O